(R)-4-(6-oxo-5-(trifluoromethyl)-1,6-dihydropyridazin-4-yl)morpholin O=C1C(=C(C=NN1)N1CCOCC1)C(F)(F)F